COC1=C(C=CC=C1)C1=CC(N(C=N1)C[C@@H]1CCN(CC12CCCC2)C(=O)N2[C@@H](C[C@@H](CC2)NC)C2=CC=CC=C2)=O 6-(2-Methoxyphenyl)-3-(((R)-7-((2S,4R)-4-(methylamino)-2-phenylpiperidine-1-carbonyl)-7-azaspiro[4.5]decan-10-yl)methyl)pyrimidin-4(3H)-one